8-(2,5-difluoro-4-methylbenzyl)-3-fluoroimidazo[1,2-a]pyrazine-6-carbonitrile FC1=C(CC=2C=3N(C=C(N2)C#N)C(=CN3)F)C=C(C(=C1)C)F